C(C)(C)(C)C1CCC(CC1)=O 4-(tert-butyl)cyclohexan-1-one